(7S)-7-methyl-5-[4-(trifluoromethyl)phenyl]-6,7-dihydropyrazolo[1,5-a]pyrazin-4(5H)-one C[C@H]1CN(C(C=2N1N=CC2)=O)C2=CC=C(C=C2)C(F)(F)F